S-(2-(Ethylsulfinyl)ethyl) O,O-dimethyl phosphorothioate P(SCCS(=O)CC)(OC)(OC)=O